3-((4-(1-((1-(2-(2,6-dioxopiperidin-3-yl)-1,3-dioxoisoindolin-5-yl)pyrrolidin-3-yl)methyl)piperidin-4-yl)phenyl)amino)-6-methoxy-5-(piperidin-1-yl)pyrazine-2-carboxamide O=C1NC(CCC1N1C(C2=CC=C(C=C2C1=O)N1CC(CC1)CN1CCC(CC1)C1=CC=C(C=C1)NC=1C(=NC(=C(N1)N1CCCCC1)OC)C(=O)N)=O)=O